(E)-3-(3-([1,1'-biphenyl]-3-yl)acryloyl)oxazolidin-2-one C1(=CC(=CC=C1)/C=C/C(=O)N1C(OCC1)=O)C1=CC=CC=C1